triphenyl-phosphonium bromide salt [Br-].C1(=CC=CC=C1)[PH+](C1=CC=CC=C1)C1=CC=CC=C1